COC(=O)C=1C=NC(=C(C1)SCC1=CC=CC=C1)OC.FC(C(C(C(C(C(C(C(F)(F)F)(F)F)(F)F)(F)F)(F)F)(F)F)(F)F)(CCCCCCCCCCCCCC)F 1-(perfluoro-n-octyl)tetradecane Methyl-5-benzylthio-6-methoxy-pyridine-3-carboxylate